C1(=CC=CC2=CC=CC=C12)C=1C(=C(C(=C(C1)C1=C(C=C(C=C1)NC1=CC=CC=C1)C)C)C1=CC=CC2=CC=CC=C12)NC1=CC=CC=C1 bis(1-naphthyl)-N,N'-diphenyl-2,2'-dimethyl-biphenyl-4,4'-diamine